N-hydroxynicotinic acid amide ONC(C1=CN=CC=C1)=O